2-(1-methyl-1H-1,2,4-triazol-5-yl)pyridine CN1N=CN=C1C1=NC=CC=C1